C(\C=C\C1=CC=C(C=C1)O)(=O)NCCCCNCCCN coumaroyl-spermidine